Br[13C]1=C(C=C2C=CC3=CC(=CC4=CC=C1C2=C34)C(C)(C)C)O 1-bromo-7-tert-butyl-2-hydroxypyrene-13C